[4-[(1R,2S)-6-tert-butoxy-2-phenyl-tetrahydronaphthalen-1-yl]phenyl]-4-(dimethoxymethyl)piperidine tert-Butyl-4-(1-aminocyclopropyl)piperidine-1-carboxylate C(C)(C)(C)OC(=O)N1CCC(CC1)C1(CC1)N.C(C)(C)(C)OC=1C=C2CC[C@@H]([C@@H](C2=CC1)C1=CC=C(C=C1)N1CCC(CC1)C(OC)OC)C1=CC=CC=C1